C[C@@H]1O[C@@H](CN(C1)C=1N=C(C=C2C1OCC2)C2=NC1=CC(=NC=C1C=C2)CNC(C2=CC(=C(C=C2)C)S(=O)(=O)C)=O)C N-((2-(7-((cis)-2,6-dimethylmorpholino)-2,3-dihydrofuro[2,3-c]pyridin-5-yl)-1,6-naphthyridin-7-yl)methyl)-4-methyl-3-(methylsulfonyl)benzamide